C(C)(=O)C1=NN(C2=CC3=C(C=C12)OC(=N3)C)CC(=O)OC(C)(C)C tert-Butyl 2-{3-acetyl-6-methyl-[1,3]oxazolo[5,4-f]indazol-1-yl}acetate